C([C@@H]1[C@H]([C@@H]([C@@H]([C@H](O1)OC[C@@H]2[C@H]([C@@H]([C@@H](O2)O[C@H]3[C@@H]([C@H](O[C@@H]3OC[C@@H]4[C@H]([C@@H]([C@H](O4)OC[C@@H]5[C@H]([C@@H](C(O5)O)O)O)O)O)CO)O)O)O)O)O)O)O The molecule is a pentasaccharide composed of a mannopyranose and four arabinofuranose residues in an alpha(1->5), beta(1->2), alpha(1->5) and alpha(1->5) linear sequence.